N-(2-Methoxy-6-(1-oxo-1,2-dihydrophthalazin-6-yl)pyridin-3-yl)-5-methyl-3-phenylisoxazole-4-carboxamide COC1=NC(=CC=C1NC(=O)C=1C(=NOC1C)C1=CC=CC=C1)C=1C=C2C=NNC(C2=CC1)=O